P(O)(O)O.N1N=NC2=C1C=CC=C2 benzotriazole phosphite